ClC=1C=C(C=CC1)C(CC(=O)OC)C[N+](=O)[O-] Methyl 3-(3-Chlorophenyl)-4-Nitrobutanoate